FC=1C=C(C=NC1)C1CNCCO1 2-(5-fluoropyridin-3-yl)morpholine